The molecule is an aldonolactone obtained by cyclocondensation of the carboxy group and the 4-hydroxy group of D-lyxonic acid. It has a role as a plant metabolite. It derives from a D-lyxonic acid. C([C@@H]1[C@@H]([C@@H](C(=O)O1)O)O)O